(2,5-dichloropyrimidin-4-yl)-1-(methylsulfonyl)indol-7-amine ClC1=NC=C(C(=N1)C=1N(C2=C(C=CC=C2C1)N)S(=O)(=O)C)Cl